C(C)OC1(CCC(CC1)N)C(F)(F)F (1r,4r)-4-ethoxy-4-(trifluoromethyl)cyclohexan-1-amine